C(#N)C1=CC=C(C=C1)C1CCN(CC1)C(=O)C=1C(=CC(=C(C(=O)NN)C1)CC)CC 5-(4-(4-cyanophenyl)piperidine-1-carbonyl)-2,4-diethylbenzoyl-hydrazine